Hafnium [(1S,4R)-7,7-dimethyl-2-oxobicyclo[2.2.1]hept-1-yl]methansulfonat CC1([C@@]2(C(C[C@H]1CC2)=O)CS(=O)(=O)[O-])C.[Hf+4].CC2([C@@]1(C(C[C@H]2CC1)=O)CS(=O)(=O)[O-])C.CC1([C@@]2(C(C[C@H]1CC2)=O)CS(=O)(=O)[O-])C.CC2([C@@]1(C(C[C@H]2CC1)=O)CS(=O)(=O)[O-])C